C(C)OC(CN(C)C(C1=CN=CC=C1)=O)=O nicotinoyl-sarcosine ethyl ester